CN(C1=CC=2OC(C(=CC2S1)C(=O)O)=O)CC1C(N(CCC1)C)=O 2-[Methyl-(1-methyl-2-oxo-piperidin-3-ylmethyl)-amino]-5-oxo-5H-thieno[3,2-b]pyran-6-carboxylic acid